6-Bromo-3-((2,2-difluoro-1-(morpholinomethyl)cyclopropyl)methoxy)-5-fluoro-7,9-dihydrofuro[3,4-f]quinazoline BrC=1C2=C(C=3C=NC(=NC3C1F)OCC1(C(C1)(F)F)CN1CCOCC1)COC2